4-[(4-aminophenyl)(thiophen-2-yl)methyl]aniline NC1=CC=C(C=C1)C(C1=CC=C(N)C=C1)C=1SC=CC1